N[C@H](COC1=CC=C(C=C1)C1=CC=C(C=C1)C#C[C@H](CO)N1C(=NC=C1)[C@H](C)O)CO (R)-4-(4'-((S)-2-amino-3-hydroxypropoxy)-[1,1'-biphenyl]-4-yl)-2-(2-((S)-1-hydroxyethyl)-1H-imidazol-1-yl)but-3-yn-1-ol